2'-chloro-3'-(3-methoxypropoxy)-11'-oxo-6'H,11'H-spiro[cyclohexane-1,7'-dipyrido[1,2-d:2',3'-f][1,4]oxazepine]-10'-carboxylic acid ClC=1C(=CC2=C(C=3N(C4(CO2)CCCCC4)C=C(C(C3)=O)C(=O)O)N1)OCCCOC